(2-(4'-(3-(1H-1,2,3-triazol-1-yl)propoxy)-[1,1'-biphenyl]-4-yl)propan-2-yl)carbamic acid 1-azabicyclo[3.2.2]non-4-yl ester N12CCC(C(CC1)CC2)OC(NC(C)(C)C2=CC=C(C=C2)C2=CC=C(C=C2)OCCCN2N=NC=C2)=O